2,3,6,7,10,11-hexamethoxytriphenylene COC1=CC=2C3=CC(=C(C=C3C3=CC(=C(C=C3C2C=C1OC)OC)OC)OC)OC